B([O-])([O-])[O-].FOC(C=1C(C(=O)OF)=C(C(=C(C1F)F)F)F)=O.[Na+].[Na+].[Na+] sodium difluoro(perfluorophthalic acid) borate